C(CCCCCCCCCCCCCCCCCCCC(C)C)N=C=O isotricosyl isocyanate